2-oxabicyclo[2.1.1]hex-1-ylmethylamine hydrochloride Cl.C12(OCC(C1)C2)CN